(trifluoromethyl)cyclopropanemethanamine FC(F)(F)C1(CC1)CN